C1(CC1)NC1=NC(=NC=C1C(F)F)NC1=C2C=NN(C2=CC=C1)CC(C)(O)C 1-[4-[[4-(cyclopropylamino)-5-(difluoromethyl)pyrimidin-2-yl]amino]indazol-1-yl]-2-methyl-propan-2-ol